FC1=CC=C(C=C1)S(=O)(=O)NC1=C(C=CC(=C1)NC(=O)NC1=CC=C(C=C1)SCCC1=CC=C(C=C1)OC(F)(F)F)O 4-fluoro-N-(2-hydroxy-5-(3-(4-((4-(trifluoromethoxy)phenethyl)thio)phenyl)ureido)phenyl)benzenesulfonamide